(6Ar)-6,6,9-trimethyl-3-(2-methylhexan-2-yl)-6a,7,10,10a-tetrahydrobenzo[c]chromen-1-ol CC1(OC=2C=C(C=C(C2C2[C@H]1CC=C(C2)C)O)C(C)(CCCC)C)C